3-chloro-5-(2-fluorophenyl)sulfonyl-benzoic acid ClC=1C=C(C(=O)O)C=C(C1)S(=O)(=O)C1=C(C=CC=C1)F